6-(1,2,3,3a,4,6a-hexahydrocyclopenta[c]pyrrol-5-yl)pyridin C1NCC2C1C=C(C2)C2=CC=CC=N2